5-(4-Cyclohexylphenyl)-3-(3-(fluoromethyl)azetidine-1-carbonyl)-2-(4-isopropylpyrimidin-2-yl)pyrazolo[1,5-a]pyrimidin-7(4H)-one C1(CCCCC1)C1=CC=C(C=C1)C=1NC=2N(C(C1)=O)N=C(C2C(=O)N2CC(C2)CF)C2=NC=CC(=N2)C(C)C